NCC1=CC=C(C=C1)NC(=O)C1=CC2=C(OCCC3=C2SC=C3)C=C1C=1C(=NC(=CC1)C(NCC(C)(C)C)=O)C(=O)OC methyl 3-(9-((4-(aminomethyl)phenyl)carbamoyl)-4,5-dihydrobenzo[b]thieno[2,3-d]oxepin-8-yl)-6-(neopentylcarbamoyl)picolinate